ClC1=CC(=C(C=C1)C1=NC(=CN2C1=NC(=C(C2=O)C)C)[C@H]2C[C@H](OCC2)C2=CC(=NC=C2)C(F)(F)F)F 9-(4-chloro-2-fluoro-phenyl)-2,3-dimethyl-7-[(2S,4R)-2-[2-(trifluoromethyl)-4-pyridyl]tetrahydropyran-4-yl]pyrazino[1,2-a]pyrimidin-4-one